1-(1-(6-Chloro-4-oxo-3,4-dihydrophthalazin-1-yl)ethyl)-3-(4-fluorophenyl)-1-isobutylurea ClC=1C=C2C(NN=C(C2=CC1)C(C)N(C(=O)NC1=CC=C(C=C1)F)CC(C)C)=O